CNC(C(=C(C)C)C)=O N-methyl-2,3-dimethylbutenamide